N-[(1S,2S)-2-hydroxycyclopentyl]-3-oxo-2-(pyridin-3-yl)-6-[4-(trifluoromethoxy)phenyl]-2,3-dihydropyridazine-4-carboxamide O[C@@H]1[C@H](CCC1)NC(=O)C=1C(N(N=C(C1)C1=CC=C(C=C1)OC(F)(F)F)C=1C=NC=CC1)=O